5-Hydroxy-7-(prop-1-en-2-yl)pyrazolo[1,5-a]pyrimidine-3-carboxylic acid OC1=NC=2N(C(=C1)C(=C)C)N=CC2C(=O)O